N-cyclobutyl-6-morpholino-2-[(2E)-2-(m-tolylmethylene)hydrazino]-7H-purine-8-carboxamide C1(CCC1)NC(=O)C1=NC2=NC(=NC(=C2N1)N1CCOCC1)N/N=C/C=1C=C(C=CC1)C